NC1=C2C(=NC=N1)N(N=C2C2=C(C=C(C=C2)OC2=CC=CC=C2)F)[C@H]2CN(CCC2)C(=O)C(C#N)=CC(C)(N2CCN(CC2)C)C 2-[[(3R)-3-[4-amino-3-(2-fluoro-4-phenoxyphenyl)-1H-pyrazolo[3,4-d]-pyrimidin-1-yl]-piperidin-1-yl]carbonyl]-4-methyl-4-(4-methylpiperazin-1-yl)pent-2-enenitrile